NC1=NN2C(C=C(C=C2)C2=CN=CC(=N2)C=2C=NN(C2)[C@@H](C(O)([2H])[2H])C2=CC=C(C=C2)F)=N1 |r| racemic-2-(4-(6-(2-amino-[1,2,4]triazolo[1,5-a]pyridin-7-yl)pyrazin-2-yl)-1H-pyrazol-1-yl)-2-(4-fluorophenyl)ethan-1,1-d2-1-ol